C(OC1=CC=C(C=C1)[N+](=O)[O-])(O[C@H]1[C@@H](CCCCC1)SSC1=NC=CC=C1)=O |r| 4-nitrophenyl (trans-(1RS,2RS)-2-(pyridin-2-yldisulfanyl) cycloheptyl) carbonate